6-Chloro-2-(2-isopropylphenyl)-1-((2-(trimethylsilyl)ethoxy)methyl)-1H-pyrrolo[3,2-c]pyridine ClC1=CC2=C(C=N1)C=C(N2COCC[Si](C)(C)C)C2=C(C=CC=C2)C(C)C